ClC1=C(C=CC=C1C=1C=C2C(N(C=NN2C1)CCC(=O)O)=O)C1=C(C(=CC=C1)C=1C=C2C(N(C=NN2C1)CCC(=O)O)=O)Cl 3'-((2,2'-dichloro-[1,1'-biphenyl]-3,3'-diyl)bis(4-oxopyrrolo[2,1-f][1,2,4]triazine-6,3(4H)-diyl))dipropionic acid